S(N)(=O)(=O)C1=NC=CC(=C1)NC(C1=CN=CC=C1)=O N-(2-sulfamoylpyridin-4-yl)nicotinamide